1-(4-(2-HYDROXYPROPAN-2-YL)PYRIDIN-2-YL)-N-(6-METHOXY-1-METHYL-1H-INDAZOL-7-YL)-1H-PYRAZOLE-4-SULFONAMIDE OC(C)(C)C1=CC(=NC=C1)N1N=CC(=C1)S(=O)(=O)NC=1C(=CC=C2C=NN(C12)C)OC